C(C)(=O)OC(CC(OC(C)=O)C1=CC=CC=C1)C1=CC=CC=C1 1,3-diphenyl-1,3-propanediol diacetate